[O-]CC.[O-]CC.[O-]CC.CC(=CC[Sn+3])C 3-methyl-2-buten-1-yl-tin tri(ethoxide)